N-(Benzo[d]thiazol-2-yl)-1-(2,5-difluorophenyl)-5-methyl-1H-1,2,3-triazole-4-carboxamide S1C(=NC2=C1C=CC=C2)NC(=O)C=2N=NN(C2C)C2=C(C=CC(=C2)F)F